mono-germanium phosphate hydrate O.P(=O)([O-])([O-])[O-].[Ge+3]